C12COCC(CC1)N2C=2C1=C(N=CN2)NC(=C1)C1=CC=C(C=C1)N[C@@H](C(F)(F)F)C1CCN(CC1)C(C=C)=O 1-(4-((1R)-1-((4-(4-(3-oxa-8-azabicyclo[3.2.1]octan-8-yl)-7H-pyrrolo[2,3-d]pyrimidin-6-yl)phenyl)amino)-2,2,2-trifluoroethyl)piperidin-1-yl)prop-2-en-1-one